(Z)-8-tetradecenoic acid C(CCCCCC\C=C/CCCCC)(=O)O